1-(ethoxycarbonyl)-1-(ethoxyacetyl)-2,5-dimethylcyclopentane C(C)OC(=O)C1(C(CCC1C)C)C(COCC)=O